(R)-benzyl 3-amino-4-(4-fluorophenoxy)butanoate hydrochloride Cl.N[C@H](CC(=O)OCC1=CC=CC=C1)COC1=CC=C(C=C1)F